COC([C@@H](NC(N(N1C(C2=CC=CC=C2C1=O)=O)CC1=CC=CC=C1)=O)CCCNC(NS(=O)(=O)C=1C(=C(C2=C(CC(O2)(C)C)C1C)C)C)=N)=O N2-(benzyl-(1,3-dioxoisoindolin-2-yl)carbamoyl)-Nω-((2,2,4,6,7-pentamethyl-2,3-dihydrobenzofuran-5-yl)sulfonyl)-L-arginine methyl ester